C(C)(C)(C)P(C1(C(=CC=CC1)C1=CC=C(C=C1C(C)C)C(C)C)C(C)C)C(C)(C)C 2-di-tert-butylphosphino-2,4',6'-triisopropyl-1,1'-biphenyl